NC=1C(=NC(=CC1C)C1=CC(=CC=C1)C1=NOC(=C1)[C@]1(C(N(CC1)C)=O)O)C(=O)OC methyl (R)-3-amino-6-(3-(5-(3-hydroxy-1-methyl-2-oxopyrrolidin-3-yl) isoxazol-3-yl) phenyl)-4-methylpyridinecarboxylate